C(CCC)N1C(C2=CN=CC=C2C(=C1)C1=CC=C(O[C@H]2CC[C@H](CC2)OC2CCN(CC2)C(=O)C=2C=CC(=C(C2)N2C(NC(CC2)=O)=O)OC)C=C1)=O 1-(5-(4-(((cis)-4-(4-(2-butyl-1-oxo-1,2-dihydro-2,7-naphthyridin-4-yl)phenoxy)cyclohexyl)oxy)piperidine-1-carbonyl)-2-methoxyphenyl)dihydropyrimidine-2,4(1H,3H)-dione